N-[[4-(4-hydroxy-1-piperidinyl)phenyl]methyl]carbamic acid tert-butyl ester C(C)(C)(C)OC(NCC1=CC=C(C=C1)N1CCC(CC1)O)=O